(10-(5-phenyl-[1,1'-biphenyl]-3-yl)anthracen-9-yl)boronic acid C1(=CC=CC=C1)C=1C=C(C=C(C1)C1=CC=CC=C1)C1=C2C=CC=CC2=C(C2=CC=CC=C12)B(O)O